ClC=1C=C2C(=NN(C2=CC1)C1=C(C=C(C(=O)NS(=O)(=O)C)C=C1)F)C1=CC=C(C=C1)F 4-(5-chloro-3-(4-fluorophenyl)-1H-indazol-1-yl)-3-fluoro-N-(methylsulfonyl)benzamide